FC(C(=O)O)(F)F.C(C)(C)N(C1=NC(=C2C(=N1)NN=C2NC(C)\C=C\S(=O)(=O)C)OC2=CC=CC=C2)C (E)-N6-isopropyl-N6-methyl-N3-(4-(methylsulfonyl)but-3-en-2-yl)-4-phenoxy-1H-pyrazolo[3,4-d]pyrimidine-3,6-diamine 2,2,2-trifluoroacetate